2,3,9,10-Tetramethoxy-5-methyl-5,6-dihydroisoquinolino[3,2-a]isoquinolin-7-ium COC=1C(=CC=2C(C[N+]3=C(C2C1)C=C1C=CC(=C(C1=C3)OC)OC)C)OC